NC1=NC=C(C(=N1)NC1CC1)C=1N=CN(C1)[C@H]1[C@]([C@@H]([C@H](O1)CO)O)(C)F (2R,3R,4R,5R)-5-(4-(2-amino-4-(cyclopropylamino)pyrimidin-5-yl)-1H-imidazol-1-yl)-4-fluoro-2-(hydroxymethyl)-4-methyltetrahydrofuran-3-ol